C1(CC1)C1=C(C=C(C=C1)C(NC(=O)C1N(CC(C1)F)C(CC=1C=CC=2N(C1)N=CN2)=O)C2=CC=CC=C2)F N-[(4-cyclopropyl-3-fluorophenyl)(phenyl)methyl]-4-fluoro-1-(2-{[1,2,4]triazolo[1,5-a]pyridin-6-yl}acetyl)pyrrolidine-2-carboxamide